C(CCC)C1=C(C=C(C=C1F)C#C)F 2-butyl-5-ethynyl-1,3-difluoro-benzene